C1N(CCC2=CC=CC=C12)CC(CN1CC2=CC=CC=C2CC1)O 2-(3-(3,4-dihydroisoquinoline-2(1H)-yl)-2-hydroxypropyl)-3,4-dihydroisoquinoline